ClC1=C(C=CC2=C1C(=NCC(=N2)N)C2=C(C(=CC=C2F)OC)F)Cl 6,7-dichloro-5-(2,6-difluoro-3-methoxy-phenyl)-3H-1,4-benzodiazepin-2-amine